2-(2,4-dimethoxy-pyrimidin-5-yl)-5-methyl-1,3,4-oxadiazole COC1=NC=C(C(=N1)OC)C=1OC(=NN1)C